CC=1N=CC(=C2C1N(C=C2)C2CCNCC2)N2C(NC(CC2)=O)=O 1-(7-methyl-1-(piperidin-4-yl)-1H-pyrrolo[2,3-c]pyridin-4-yl)dihydropyrimidine-2,4(1H,3H)-dione